FC=1C=CC(=NC1)NC(CN1C=2N(C(C3=C1C(N(C3)C(C)C)=O)=O)N=C(C2)C(=O)NC=2C=NC=CC2)=O 4-{2-[(5-fluoropyridin-2-yl)amino]-2-oxoethyl}-5,8-dioxo-6-(propan-2-yl)-N-(pyridin-3-yl)-5,6,7,8-tetrahydro-4H-pyrazolo[1,5-a]pyrrolo[3,4-d]pyrimidine-2-carboxamide